cyclopropyl-(5-fluoro-3-(3-methyl-4-(methylsulfonyl)phenyl)-2-(trifluoromethyl)pyridin-4-yl)methanone C1(CC1)C(=O)C1=C(C(=NC=C1F)C(F)(F)F)C1=CC(=C(C=C1)S(=O)(=O)C)C